8-bromo-2-methyl-2,3-dihydro-1,4-benzoxazine-4-carboxylic acid benzyl ester C(C1=CC=CC=C1)OC(=O)N1CC(OC2=C1C=CC=C2Br)C